trans-5-(3,4-dihydroisoquinolin-2(1H)-yl)azepane C1N(CCC2=CC=CC=C12)C1CCCNCC1